tert-butyl N-(23-azido-3,6,9,15,18,21-hexaoxa-12-azatricosan-1-yl)carbamate N(=[N+]=[N-])CCOCCOCCOCCNCCOCCOCCOCCNC(OC(C)(C)C)=O